C(C#CC)OC(=O)C(C)OC(C1=C(C=C(C(=C1)N1C(N(C(N(C1=O)C)=O)C)=O)F)Cl)=O 2-chloro-4-fluoro-5-(3,5-dimethyl-2,4,6-trioxo-1,3,5-triazine-1-yl)benzoic acid (1-(2-butynyloxycarbonyl))ethyl ester